FC(C=1C(=C(C=CC1)[C@@H](C)NC1=NC=NC2=CC(=C(C=C12)C=1CCS(CC1)(=O)=N)OC)F)F N-[(1R)-1-[3-(difluoromethyl)-2-fluoro-phenyl]ethyl]-6-(1-imino-1-oxo-3,6-dihydro-2H-thiopyran-4-yl)-7-methoxy-quinazolin-4-amine